N1N=C(C=C1)C1=C2CCN(C2=CC=C1)C(=O)[C@H]1N(CCC1)C#N (S)-2-(4-(1H-pyrazol-3-yl)indoline-1-carbonyl)pyrrolidine-1-carbonitrile